diallyloxyacetic acid C(C=C)OC(C(=O)O)OCC=C